C(CCC)OC(CN1CCN(CC1)C1=CC=C(C=C1)NC1C(NC(CC1)=O)=O)=O.CC=1C=C(N(N1)C1=CC=CC=C1CC=1C=CC2=C(N(C=N2)C)C1)N1CCCCC1 5-methyl-6-((1-methyl-1H-benzo[d]imidazol-6-yl)methyl)-2-phenyl-3-(piperidin-1-yl)pyrazole butyl-2-[4-[4-[(2,6-dioxo-3-piperidyl)amino]phenyl]piperazin-1-yl]acetate